ClC=1C=C(C(=O)NC2=C3C(N(C=NC3=CC=C2)C=2C=NC=CC2)=O)C=CC1O 3-chloro-4-hydroxy-N-(4-oxo-3-(pyridin-3-yl)-3,4-dihydroquinazolin-5-yl)benzamide